ClC=1C=CC=C2C(C=C(OC12)C1=CC=C(OCC(COC=2C=C(C(=O)O)C=CC2)O)C=C1)=O 3-[3-[4-(8-chloro-4-oxo-chromen-2-yl)phenoxy]-2-hydroxy-propoxy]benzoic acid